(3-chloro-4-fluorophenyl)-1-((5-(difluoromethyl)-4-(2-hydroxyethyl)-4H-1,2,4-triazol-3-yl)methyl)-1-(6-methoxypyridin-3-yl)urea ClC=1C=C(C=CC1F)NC(N(C=1C=NC(=CC1)OC)CC1=NN=C(N1CCO)C(F)F)=O